2-chloro-4-fluoro-5-(pyrrolidin-3-ylethynyl)pyridine hydrochloride Cl.ClC1=NC=C(C(=C1)F)C#CC1CNCC1